CC(C)CCCC(CCCC)C 2,6-dimethyldecane